C(#N)C(C)(C)C=1C=C(C(=O)N[C@@H](C)C=2N(N=CN2)C=2SC(=CN2)C#N)C=C(C1)OC(F)(F)F 3-(1-Cyano-1-methyl-ethyl)-N-[(1S)-1-[2-(5-cyanothiazol-2-yl)-1,2,4-triazol-3-yl]ethyl]-5-(trifluoromethoxy)benzamide